N(=[N+]=[N-])CCOC(=O)C(CCC[C@H](N)C(=O)O)N 6-((2-azidoethoxy)carbonyl)lysine